C1(CC1)C1=NC=C(C2=C1CNC2)NC2=NC=C(C=C2)N2CCNCC2 4-cyclopropyl-7-((5-(piperazin-1-yl)pyridin-2-yl)amino)-2,3-dihydro-1H-pyrrolo[3,4-c]pyridin